O=C1NC(=NC2=CC=CC=C12)C1CN(CC1)C(=O)OC(C)(C)C tert-butyl 3-(4-oxo-3,4-dihydroquinazolin-2-yl)pyrrolidine-1-carboxylate